BrC=1C=CC2=C(CNCCC2N)C1 8-bromo-2,3,4,5-tetrahydro-1H-benzo[c]azepin-5-amine